COC=1C=CC(=NC1)COC=1C=C2CN(C(C2=CC1)=O)C=1N=NC(=CC1)OCOCC[Si](C)(C)C 5-((5-methoxypyridin-2-yl)methoxy)-2-(6-((2-(trimethyl-silyl)ethoxy)methoxy)pyridazin-3-yl)isoindolin-1-one